methyl (S)-2-fluoro-4-(2-hydroxy-3-(2H-tetrazol-2-yl)propoxy)benzoate FC1=C(C(=O)OC)C=CC(=C1)OC[C@H](CN1N=CN=N1)O